r-bis(2-ethylhexyl) isophthalate C(C1=CC(C(=O)OCC(CCCC)CC)=CC=C1)(=O)OC[C@@H](CCCC)CC